C(C)(C)(C)OC(=O)N1[C@H](CCCC1)C(=O)NC=1C=CC(=C(C(=O)O)C1)C (R)-5-(1-(tert-butoxy-carbonyl)piperidine-2-carboxamido)-2-meth-ylbenzoic acid